2-[4-(2-{6-[3-(aminomethyl)imidazo[1,2-a]pyridin-6-yl]-2,3-difluorophenoxy}ethyl)-1,5-dimethyl-1H-pyrazol-3-yl]propan-2-ol NCC1=CN=C2N1C=C(C=C2)C2=CC=C(C(=C2OCCC=2C(=NN(C2C)C)C(C)(C)O)F)F